acetic acid, ethylenediaminetetraacetic acid salt C(CN(CC(=O)O)CC(=O)O)N(CC(=O)O)CC(=O)O.C(C)(=O)O